[Si](C)(C)(C(C)(C)C)O[C@@H]1C[C@H](N(C1)C(=O)OCC1=CC=CC=C1)C=1NC=CN1 benzyl (2S,4R)-4-[tert-butyl (dimethyl)silyl]oxy-2-(1H-imidazol-2-yl)pyrrolidine-1-carboxylate